N-beta-hydroxyethylglucamine OCCNC[C@H](O)[C@@H](O)[C@H](O)[C@H](O)CO